C(C)(C)(C)OC(=O)N1CCC(CC1)NC1=C(C(=CC=C1)Br)[N+](=O)[O-] 4-(3-bromo-2-nitro-anilino)piperidine-1-carboxylic acid tert-butyl ester